ClC1=CC(=C(CN)C=C1Cl)OC(C)C 4,5-dichloro-2-isopropoxybenzyl-amine